N=1C=C(N2C1C=NC=C2)N2C[C@@H](CC2)C=2C=C(C(=O)NC=1C=NC=C(C1)C(F)(F)F)C=CC2C (S)-3-(1-(imidazo[1,2-a]pyrazin-3-yl)pyrrolidin-3-yl)-4-methyl-N-(5-(trifluoromethyl)pyridin-3-yl)benzamide